(S)-quinuclidin-3-yl (7-(4-methoxy-3-(trifluoromethyl)phenyl)chroman-4-yl)carbamate COC1=C(C=C(C=C1)C1=CC=C2C(CCOC2=C1)NC(O[C@@H]1CN2CCC1CC2)=O)C(F)(F)F